C1(=CC=CC=C1)OC(=O)N1CC2=CC(=C(C=C2CC1)C=1N(C(=C(C1)C(N(CCCC)CCCC)=O)C)C)C(=O)N1CC2=CC=CC=C2C[C@H]1COC 6-[4-(dibutylcarbamoyl)-1,5-dimethyl-1H-pyrrol-2-yl]-7-{[(3S)-3-(methoxymethyl)-3,4-dihydroisoquinolin-2(1H)-yl]carbonyl}-3,4-dihydroisoquinolin-2(1H)-carboxylic acid phenyl ester